BrC=1C(N(C(=CC1OCC1=C(C=C(C=C1)F)F)C)CC1=NC=C(N=C1)COC)=O 3-bromo-4-[(2,4-difluorobenzyl)oxy]-1-{[5-(methoxymethyl)pyrazin-2-yl]methyl}-6-methylpyridin-2(1H)-one